O1CC(CC1)OC1=NN=C(S1)N 5-((tetrahydrofuran-3-yl)oxy)-1,3,4-thiadiazol-2-amine